FC(C(C(OC(C(F)(F)F)F)(F)F)(F)F)(F)F 1,1,1,2,2,3,3-heptafluoro-3-(1,2,2,2-tetrafluoroethoxy)propane